O=C1N(C(C2=CC=CC=C12)=O)CC(CC1=CC(=CC=C1)F)N1C(N=CC2=CC=C3C(=C12)SC(=C3)C(=O)N)NC 1-(1-(1,3-dioxoisoindol-2-yl)-3-(3-fluorophenyl)propan-2-yl)-2-(methylamino)thieno[3,2-h]quinazoline-8-carboxamide